2-(2-(cyclopropanesulfonamido)thiazol-4-yl)-2-methyl-N-(4-(6-methylpyrazin-2-yl)phenyl)propanamide C1(CC1)S(=O)(=O)NC=1SC=C(N1)C(C(=O)NC1=CC=C(C=C1)C1=NC(=CN=C1)C)(C)C